methyl-d3 4-amino-1-(1-chloroisoquinolin-5-yl)-7-(difluoromethoxy)-2-oxo-1,2-dihydroquinoline-3-carboxylate NC1=C(C(N(C2=CC(=CC=C12)OC(F)F)C1=C2C=CN=C(C2=CC=C1)Cl)=O)C(=O)OC([2H])([2H])[2H]